4-hydroxy-N-(3-hydroxypyridin-2-yl)-1-isobutyl-2-oxo-1,2-dihydroquinoline-3-carboxamide OC1=C(C(N(C2=CC=CC=C12)CC(C)C)=O)C(=O)NC1=NC=CC=C1O